O[C@@H]1[C@H](CCC1)NC(CN(C)C=1C2=C(N=C(N1)C1=NC=CC(=C1)OC)CCC2)=O N-[(1S,2S)-2-hydroxycyclopentyl]-2-{[2-(4-methoxypyridin-2-yl)-5H,6H,7H-cyclopenta[d]pyrimidin-4-yl](methyl)amino}acetamide